4-(4-((1R,5S)-3,8-Diazabicyclo[3.2.1]octan-3-yl)-8-fluoro-2-(((2R,7aS)-2-fluorotetrahydro-1H-pyrrolizin-7a(5H)-yl-2-d)methoxy)pyrido[4,3-d]pyrimidin-7-yl)-5,6-difluoronaphthalen-2-ol [C@H]12CN(C[C@H](CC1)N2)C=2C1=C(N=C(N2)OC[C@]23CCCN3C[C@](C2)([2H])F)C(=C(N=C1)C1=CC(=CC2=CC=C(C(=C12)F)F)O)F